((6-bromoquinazolin-4-yl)oxy)aniline BrC=1C=C2C(=NC=NC2=CC1)ONC1=CC=CC=C1